FC(C1=NC=CN=C1)(F)F 2-(trifluoromethyl)pyrazine